8-Chloro-5-methoxy-1-[4-(pyridin-2-yloxy)piperidin-1-yl]-5,6-dihydro-4H-[1,2,4]triazolo[4,3-a][1]benzazepin ClC=1C=CC2=C(CC(CC=3N2C(=NN3)N3CCC(CC3)OC3=NC=CC=C3)OC)C1